N1=CC(=CC=C1)NC(=S)NC1CCN(CC1)C1=NC=CC(=C1)OCC1=CC=C(C=C1)OC(F)(F)F 1-(Pyridin-3-yl)-3-(1-(4-((4-(trifluoromethoxy)benzyl)oxy)pyridin-2-yl)piperidin-4-yl)thiourea